C(CCCCCCCCCCC)C(N(CCN)CCN)C(=O)O laurylbis(aminoethyl)glycine